C1(CC1)C1=CC(=NN1CC(=O)N1CCC(CC1)C1=CC(=NC=C1)C(=O)NC1CCCC2=CC=CC=C12)CC(F)F 4-[1-[2-[5-cyclopropyl-3-(difluoroethyl)pyrazol-1-yl]acetyl]-4-piperidyl]-N-tetralin-1-yl-pyridine-2-carboxamide